4-cycloheptylpiperazine-1-carboxylic acid [(2s,3s,4e,6s,7s,10s)-7,10-dihydroxy-3,7-dimethyl-2-[(2e,4e)-6-(3-methylpyridin-2-yl) hept-2,4-dien-2-yl]-12-oxo-1-oxododec-4-en-6-yl] ester O[C@]([C@H](/C=C/[C@@H]([C@H](C=O)\C(\C)=C\C=C\C(C)C1=NC=CC=C1C)C)OC(=O)N1CCN(CC1)C1CCCCCC1)(CC[C@@H](CC=O)O)C